2-(4-chlorophenyl)-4-(thiophen-2-ylmethylene)oxazol-5(4H)-one ClC1=CC=C(C=C1)C=1OC(C(N1)=CC=1SC=CC1)=O